2-((4-(pyrrolidin-1-yl)butyl)thio)-4,5-dihydro-1H-imidazole N1(CCCC1)CCCCSC=1NCCN1